4-[4-[(2R)-3-(3,4-dihydro-1H-isoquinolin-2-yl)-2-hydroxy-propyl]-5-oxo-2,3-dihydro-1,4-benzoxazepin-8-yl]-3,6-dihydro-2H-pyridine-1-carboxylic acid tert-butyl ester C(C)(C)(C)OC(=O)N1CCC(=CC1)C1=CC2=C(C(N(CCO2)C[C@@H](CN2CC3=CC=CC=C3CC2)O)=O)C=C1